C1(CC1)NC1=C(C=C(C(=O)OC)C=C1)[N+](=O)[O-] Methyl 4-(cyclopropylamino)-3-nitrobenzoate